C1(CCCC1)N1C(C(=CC2=C1N=C(N=C2)NC2=CC=C1CC(NC(C1=C2)=O)CN(C)C)C#N)=O 8-cyclopentyl-2-((3-((dimethylamino)methyl)-1-oxo-1,2,3,4-tetrahydroisoquinolin-7-yl)amino)-7-oxo-7,8-dihydropyrido[2,3-d]pyrimidine-6-carbonitrile